BrC1=CC=C(OC=2C3=C(SC2C(=O)C2=C(C=CC(=C2)F)C)C=C(C=C3)O)C=C1 (3-(4-Bromophenoxy)-6-hydroxybenzo[b]thiophen-2-yl)(5-fluoro-2-methyl-phenyl)methanone